O1CCN(CC1)CCOCCOCCSC1=C2CN(C(C2=CC=C1)=O)C1C(NC(CC1)=O)=O 3-(4-((2-(2-(2-morpholinoethoxy)ethoxy)ethyl)thio)-1-oxoisoindolin-2-yl)piperidine-2,6-dione